2-chloro-4-((4-hydroxy-2-isopropoxyphenyl)amino)pyrimidine-5-carbonitrile ClC1=NC=C(C(=N1)NC1=C(C=C(C=C1)O)OC(C)C)C#N